(2S,3R,4S)-2-[(3-chloro-2-fluorophenyl)methyl]-3-[(ethylsulfonyl)amino]-4-fluoropyrrolidine-1-carboxylic acid benzyl ester C(C1=CC=CC=C1)OC(=O)N1[C@H]([C@H]([C@H](C1)F)NS(=O)(=O)CC)CC1=C(C(=CC=C1)Cl)F